N1=CC(=CC=C1)C(=O)N1CCN(CC1)C1C=2C=CC=CC2CCC=2C=CC=CC12 3-pyridyl-[4-(2-tricyclo[9.4.0.03,8]pentadeca-1(11),3(8),4,6,12,14-hexaenyl)piperazin-1-yl]methanone